N-(2,6-dibromophenyl)-4-methoxy-2-((1-(1-methylpiperidin-4-yl)-1H-pyrazol-4-yl)amino)pyrimidine-5-carboxamide BrC1=C(C(=CC=C1)Br)NC(=O)C=1C(=NC(=NC1)NC=1C=NN(C1)C1CCN(CC1)C)OC